C(C1=CC=CC=C1)OC(=O)N1[C@H](CN(CC1)C=1C2=C(N=C(N1)Cl)CN(CC2)C(=O)OC(C)(C)C)CC#N (S)-tert-butyl 4-(4-((benzyloxy)carbonyl)-3-(cyanomethyl)piperazin-1-yl)-2-chloro-5,6-dihydropyrido[3,4-d]pyrimidine-7(8H)-carboxylate